C(C1=CC=CC=C1)(=O)C(CCCCCCCCC)C(C1=CC=CC=C1)=O dibenzoyldecane